COC1=C(C=C(CS(=O)(=O)CC2=CC(=C(C=C2)OC)N)C=C1)N 4-methoxy-3-aminobenzyl sulfone